(R)-3,5-dichloro-2-(2-((1-methylpiperidin-3-yl)amino)-[1,2,4]triazolo[1,5-a]pyrimidin-5-yl)phenol ClC=1C(=C(C=C(C1)Cl)O)C1=NC=2N(C=C1)N=C(N2)N[C@H]2CN(CCC2)C